7-amino-1,2-dimethylquinazolin-4(1H)-one NC1=CC=C2C(N=C(N(C2=C1)C)C)=O